1-allyl 5-benzyl (tert-butoxycarbonyl)-L-alanyl-D-glutamate C(C)(C)(C)OC(=O)N[C@@H](C)C(=O)N[C@H](CCC(=O)OCC1=CC=CC=C1)C(=O)OCC=C